N[C@H](C(=O)O)CC=1C=NC(=CC1)C1=CC=CC=C1 (S)-2-amino-3-(6-phenylpyridin-3-yl)propanoic acid